3-acryloyloxy-2-hydroxypropyl methacrylate C(C(=C)C)(=O)OCC(COC(C=C)=O)O